ClC1=CC2=C(C=N1)C(=NN2C2OCCCC2)N2CC(C(C2)C)NC(OC(C)(C)C)=O tert-butyl (1-(6-chloro-1-(tetrahydro-2H-pyran-2-yl)-1H-pyrazolo[4,3-c]pyridin-3-yl)-4-methylpyrrolidin-3-yl)carbamate